(S)-2-benzyl-sulfonyl-1-(oxetan-2-ylmethyl)-1H-benzo[d]imidazole-6-carboxylic acid methyl ester COC(=O)C=1C=CC2=C(N(C(=N2)S(=O)(=O)CC2=CC=CC=C2)C[C@H]2OCC2)C1